OC1=CCN(C2=CC=CC(=C12)O)S(=O)(=O)O 4,5-dihydroxy-1-quinolinesulfonic acid